4-((5-phenyl-1-(4-(trifluoromethyl)benzyl)-1H-benzo[d][1,2,3]triazole-7-carboxamido)methyl)benzoic acid C1(=CC=CC=C1)C1=CC2=C(N(N=N2)CC2=CC=C(C=C2)C(F)(F)F)C(=C1)C(=O)NCC1=CC=C(C(=O)O)C=C1